[5-(difluoromethyl)-2-fluoro-3-{1-[4-(piperazin-1-yl)phenyl]-3-(pyridin-4-yl)pyrazol-4-yl}phenyl]pyrrolidine-1-sulfonamide trifluoroacetic acid salt FC(C(=O)O)(F)F.FC(C=1C=C(C(=C(C1)C1N(CCC1)S(=O)(=O)N)F)C=1C(=NN(C1)C1=CC=C(C=C1)N1CCNCC1)C1=CC=NC=C1)F